(R)-4-(2-(methoxymethyl)azetidin-1-yl)-1-(o-tolyl)-7-(trifluoromethyl)quinazolin-2(1H)-one COC[C@@H]1N(CC1)C1=NC(N(C2=CC(=CC=C12)C(F)(F)F)C1=C(C=CC=C1)C)=O